O=C(CC=O)C1=CC=C(C=C1)Cl 3-oxo-3-(4-chlorophenyl)-propanal